2-chloro-4-methoxypyrimidine ClC1=NC=CC(=N1)OC